COC(=O)N1C2CN(CC1CC2)CC2=C(N=C1N2C=CC=C1)C1=CC=C(C=C1)Cl.BrC=1C=C(C=NC1)C1N2CCC(C1)CC2 (5-bromopyridin-3-yl)quinuclidine Methyl-3-{[2-(4-chlorophenyl)imidazo[1,2-a]pyridin-3-yl]methyl}-3,8-diazabicyclo[3.2.1]octane-8-carboxylate